NC(CC[C@@H](C1=CC(=CC=C1)O)NC(=O)N1CC2=C(C=CC(=C2CC1)C1=CC=C(C=C1)C(F)(F)F)N1CCOCC1)=O (S)-N-(4-amino-1-(3-hydroxyphenyl)-4-oxobutyl)-8-morpholino-5-(4-(trifluoromethyl)phenyl)-3,4-dihydroisoquinoline-2(1H)-carboxamide